(R)-1-(1-(1-aminoisoquinolin-4-yl)ethyl)-3-(3-chloro-4-fluorophenyl)-1-methyl-urea NC1=NC=C(C2=CC=CC=C12)[C@@H](C)N(C(=O)NC1=CC(=C(C=C1)F)Cl)C